methyl 4-[4-benzyloxy-1-(3,4-difluorophenyl)indol-3-yl]benzoate C(C1=CC=CC=C1)OC1=C2C(=CN(C2=CC=C1)C1=CC(=C(C=C1)F)F)C1=CC=C(C(=O)OC)C=C1